C(CC=O)C[C@@H](C(=O)O)N The molecule is an optically active form of allysine having L-configuration. It has a role as a human metabolite, a Saccharomyces cerevisiae metabolite and a mouse metabolite. It is an allysine, a non-proteinogenic L-alpha-amino acid and an aminoadipate semialdehyde. It is a tautomer of a L-allysine zwitterion.